CN1N=C(C=C1S(=O)(=O)N1CCC2(CC(CO2)NC2CC3(COC3)C2)CC1)C(F)(F)F 8-((1-methyl-3-(trifluoromethyl)-1H-pyrazol-5-yl)sulfonyl)-N-(2-oxaspiro[3.3]heptan-6-yl)-1-oxa-8-azaspiro[4.5]decan-3-amine